[(2R,5R)-2-{[(5-fluoropyridin-2-yl)oxy]methyl}-5-methylthiomorpholin-4-yl][5-methyl-2-(2H-1,2,3-triazol-2-yl)phenyl]methanone FC=1C=CC(=NC1)OC[C@H]1CN([C@@H](CS1)C)C(=O)C1=C(C=CC(=C1)C)N1N=CC=N1